FC1(CCN(CC1)C(=O)C1=C(C=C(C#N)C=C1)N1N=C(C=C1)C(C)C)F 4-(4,4-difluoropiperidin-1-carbonyl)-3-(3-propan-2-ylpyrazol-1-yl)benzonitrile